8-Phenyl-2-(2'-hydroxyphenyl)imidazo[1,2-a]pyridine C1(=CC=CC=C1)C=1C=2N(C=CC1)C=C(N2)C2=C(C=CC=C2)O